(3S)-1-[2-[4-[3-[1-(5-chloropyrimidin-2-yl)-4-piperidinyl]propoxy]-2-fluoro-phenyl]acetyl]-N-[2-hydroxy-1,1-bis(hydroxymethyl)ethyl]pyrrolidine-3-carboxamide ClC=1C=NC(=NC1)N1CCC(CC1)CCCOC1=CC(=C(C=C1)CC(=O)N1C[C@H](CC1)C(=O)NC(CO)(CO)CO)F